(E)-1-(2-Hydroxyphenyl)-3-[3-(trifluoromethyl)phenyl]prop-2-en-1-one OC1=C(C=CC=C1)C(\C=C\C1=CC(=CC=C1)C(F)(F)F)=O